tert-Butyl (1-(2-chloropyrimidin-4-yl)-4-methylpiperidin-4-yl)carbamate ClC1=NC=CC(=N1)N1CCC(CC1)(C)NC(OC(C)(C)C)=O